BrC1=C2C(=CC(=CC2=CC=C1)O)Cl 5-bromo-4-chloronaphthalen-2-ol